N1CCC2(CC1)CNC1=CC=C(C=C12)C#N 1,2-dihydrospiro[indole-3,4'-piperidine]-5-carbonitrile